CC1([C@@]2(C[C@@H]2CO1)N1N=C2N=C(C=NC2=C1)C1=C(C=C(C=C1C)C(F)(F)F)O)C 2-(2-((1S,5S)-2,2-dimethyl-3-oxabicyclo[3.1.0]hexan-1-yl)-2H-pyrazolo[3,4-b]pyrazin-6-yl)-3-methyl-5-(trifluoromethyl)phenol